N-({5-chloro-6-[(3-methyl-5-isoxazolyl)methoxy]-2-indolyl}methyl)-(R)-2-pyrrolidinecarboxamide ClC=1C=C2C=C(NC2=CC1OCC1=CC(=NO1)C)CNC(=O)[C@@H]1NCCC1